NCCCCCN(C(CSCC(=O)O)=O)O 2-((2-((5-aminopentyl)(hydroxy)amino)-2-oxoethyl)thio)acetic acid